L-tryptophanate N[C@@H](CC1=CNC2=CC=CC=C12)C(=O)[O-]